CC1(OB(OC1(C)C)C1=C(C=C(C=C1)O)NC1=CC=2C(CCC(C2C=C1)(C)C)(C)C)C 4-(4,4,5,5-tetramethyl-1,3,2-dioxaborolan-2-yl)-3-((5,5,8,8-tetramethyl-5,6,7,8-tetrahydronaphthalen-2-yl)amino)phenol